C(#N)/C(/C(=O)N(C)C)=C\C=1OC(=CC1)C1=NC=2C(=C3C(=NC2)NC=C3)N1C1=CC=CC=C1 (E)-2-cyano-N,N-dimethyl-3-(5-(1-phenyl-1,6-dihydroimidazo[4,5-d]pyrrolo[2,3-b]pyridin-2-yl)furan-2-yl)acrylamide